tri(isononyl)cyclohexane-1,3,5-tripropionate C(CCCCCC(C)C)OC(CCC1CC(CC(C1)CCC(=O)OCCCCCCC(C)C)CCC(=O)OCCCCCCC(C)C)=O